C(C)(=O)N1[C@H](C[C@H](C2=CC(=CC=C12)C1=CC=C(C(=O)O)C=C1)NC1=CC=C(C=C1)Cl)C 4-[(2S,4R)-1-acetyl-4-(4-chloroanilino)-2-methyl-3,4-dihydro-2H-quinolin-6-yl]benzoic acid